6-[4-(4-isopropylpiperazin-1-yl)phenyl]-4-methoxy-1-methyl-2-(4-methylsulfonylphenyl)pyrrolo[3,2-c]pyridine C(C)(C)N1CCN(CC1)C1=CC=C(C=C1)C1=CC2=C(C(=N1)OC)C=C(N2C)C2=CC=C(C=C2)S(=O)(=O)C